C(C)(C)(C)C1=CC=C(C=C1)C1=NC2=C(N1)C=CC=C2OC 2-(4-tert-Butylphenyl)-4-methoxy-1H-benzo[d]imidazole